6,7-dimethyl-2-((2S)-2-(1-methyl-1H-pyrazol-4-yl)-4-morpholinyl)-4-(trans-3-(trifluoromethyl)cyclobutyl)pteridine CC=1N=C2C(=NC(=NC2=NC1C)N1C[C@@H](OCC1)C=1C=NN(C1)C)[C@@H]1C[C@H](C1)C(F)(F)F